N-[1-(1,3-benzothiazol-2-yl)-2-(3-cyanophenyl)ethyl]propane-1-sulfonamide S1C(=NC2=C1C=CC=C2)C(CC2=CC(=CC=C2)C#N)NS(=O)(=O)CCC